1-(Aminomethyl)-5-(methylamino)-4-oxo-3H-pyridine NCN1CCC(C(=C1)NC)=O